N5-(1-(4-(2-(2-Aminopyridin-3-yl)-5-phenyl-3H-imidazo[4,5-b]pyridin-3-yl)benzyl)piperidin-4-yl)benzo[d]thiazole-2,5-dicarboxamide NC1=NC=CC=C1C1=NC=2C(=NC(=CC2)C2=CC=CC=C2)N1C1=CC=C(CN2CCC(CC2)NC(=O)C=2C=CC3=C(N=C(S3)C(=O)N)C2)C=C1